3-(4-fluorobenzoyl)-N-(1-methylcyclopropyl)-1H-indole-6-sulfonamide FC1=CC=C(C(=O)C2=CNC3=CC(=CC=C23)S(=O)(=O)NC2(CC2)C)C=C1